ClCC(=O)C(COCCO)O mono(2-chloroacetyl)-diethyleneglycol